lithium 1-methyl-4-phenyl-1H-pyrazole-3-carboxylate CN1N=C(C(=C1)C1=CC=CC=C1)C(=O)[O-].[Li+]